2-fluoro-acrylic acid FC(C(=O)O)=C